CC=1C=NC(=NC1)NC(CN1C(C2=CC=C(C=C2C2(C(C2)(F)F)C1)Br)=O)=O N-(5-methylpyrimidin-2-yl)-2-[6-bromo-1',1'-difluoro-1-oxospiro[3H-isoquinoline-4,2'-cyclopropan]-2-yl]acetamide